5-bromo-2,3-dihydro-1H-inden-2-amine hydrobromide Br.BrC=1C=C2CC(CC2=CC1)N